C(C1=CC=CC=C1)OC=1C=C2CCC(=C(C2=CC1)C1=C(C=C(C=C1)N1CCC(CC1)C(OC)OC)F)C1=CC=CC=C1 1-[4-(6-benzyloxy-2-phenyl-3,4-dihydronaphthalen-1-yl)-3-fluoro-phenyl]-4-(dimethoxymethyl)piperidine